C1(CC1)C1=NC=CC=C1C=1N=CC2=C(N1)C=C(N2)CN(C(OC(C)(C)C)=O)C tert-butyl N-[[2-(2-cyclopropyl-3-pyridyl)-5H-pyrrolo[3,2-d]pyrimidin-6-yl]methyl]-N-methyl-carbamate